N-Benzyl-Triethylentetramin C(C1=CC=CC=C1)NCCNCCNCCN